FC1=CC=C(CC2CN(CC2)CC2=CN=C(S2)NC(C)=O)C=C1 N-(5-((3-(4-fluorobenzyl)pyrrolidin-1-yl)methyl)thiazol-2-yl)acetamide